Cl.ClC1=CC(=C(C=C1)C1(OC2=C(O1)C=CC=C2NCCNN)C)F 2-(4-chloro-2-fluorophenyl)-N-(2-hydrazinoethyl)-2-methylbenzo[d][1,3]dioxol-4-amine hydrochloride